KETO-AMIDE O=[N-]